(S)-N-(amino(oxo)(2-(1,2,3-trihydroxypropan-2-yl)thiazol-5-yl)-λ6-sulfaneylidene)-2-(4-cyano-3-fluoro-2,6-diisopropylphenyl)acetamide N[S@](=NC(CC1=C(C(=C(C=C1C(C)C)C#N)F)C(C)C)=O)(C1=CN=C(S1)C(CO)(CO)O)=O